C(C)(=O)OOC1=C(C=C(C=C1)C(CC)(C)C)C(CC)(C)C 2,4-bis(1,1-dimethylpropyl)phenoxy acetate